tert-butyl 4-{5-[methoxy(methyl)carbamoyl]-1,3-oxazol-2-yl}piperazine-1-carboxylate CON(C(=O)C1=CN=C(O1)N1CCN(CC1)C(=O)OC(C)(C)C)C